[Cl-].C[N+](CCC)(C)C N,N,N-trimethyl-1-propanaminium chloride